ClC1=C(C=C(C(=C1)F)C1=NC=NC2=CC(=CC=C12)N1CCOCC1)C(O)C=1N=NC(=CC1)Cl [2-Chloro-4-fluoro-5-(7-morpholin-4-yl-quinazolin-4-yl)phenyl]-(6-chloro-pyridazin-3-yl)methanol